n-methyl-3-(1-methyl-1H-tetrazol-5-yl)-4-((2-(trifluoromethoxy)phenyl)amino)benzenesulfonamide CNS(=O)(=O)C1=CC(=C(C=C1)NC1=C(C=CC=C1)OC(F)(F)F)C1=NN=NN1C